FC(C=1C=C(CN2C=C(C3=CC=CC=C23)/C=C(/C(=O)OC(C)(C)C)\C#N)C=C(C1)C(F)(F)F)(F)F tert-Butyl (E)-3-(1-(3,5-bis(trifluoromethyl)benzyl)-1H-indol-3-yl)-2-cyanoacrylate